4-[3-(3,4-dihydro-1H-isoquinolin-2-yl)-2-hydroxy-propyl]-8-methoxy-2,3-dihydro-1,4-benzoxazepin-5-one C1N(CCC2=CC=CC=C12)CC(CN1CCOC2=C(C1=O)C=CC(=C2)OC)O